CS(=O)(=O)OC1=C(C=CC=C1)C1OCCCC1.[Na] Sodium (2-(tetrahydro-2H-pyran-2-yl) phenyl) methanesulfonate